[Si](C)(C)(C(C)(C)C)OC[C@H]1N(C[C@@H](C1)OCCOCCOCCOC1OCCCC1)C(=O)OC(C)(C)C tert-butyl (2S,4R)-2-[[tert-butyl(dimethyl)silyl]oxymethyl]-4-[2-[2-(2-tetrahydropyran-2-yloxyethoxy)ethoxy]ethoxy]pyrrolidine-1-carboxylate